N-{[(S)-3-(6-morpholinopyridin-3-yl)-2-oxazolidinone-5-yl]Methyl}tetrahydrofuran-2-carboxamide O1CCN(CC1)C1=CC=C(C=N1)N1C(O[C@H](C1)CNC(=O)C1OCCC1)=O